(7-(4-(4-(benzo[b]thiophen-4-yl)piperazin-1-yl)butoxy)-2-oxoquinolin-1(2H)-yl)methyl dihexylcarbamate C(CCCCC)N(C(OCN1C(C=CC2=CC=C(C=C12)OCCCCN1CCN(CC1)C1=CC=CC=2SC=CC21)=O)=O)CCCCCC